1-tert-butyl-3-[5-cyclopropyl-4-[4-methyl-5-(4-piperidyl)pyrimidin-2-yl]isoxazol-3-yl]pyrazolo[3,4-d]pyrimidin-4-amine C(C)(C)(C)N1N=C(C=2C1=NC=NC2N)C2=NOC(=C2C2=NC=C(C(=N2)C)C2CCNCC2)C2CC2